iron (II) chromite [Cr](=O)([O-])[O-].[Fe+2]